2-Aminoquinoline-3-carboxamide NC1=NC2=CC=CC=C2C=C1C(=O)N